IC1=CC(=C(C=C1C)NC1=CC=C2C(=N1)C=NN2C)OCCOC N-[4-iodo-2-(2-methoxyethoxy)-5-methylphenyl]-1-methylpyrazolo[4,3-b]pyridin-5-amine